C(C)(C)(C)N1CCN(CC1)C1=C(C=C2C(=N1)N(C(=N2)C2=CC=C(C=C2)F)C2=CC=NC=C2)Br Tert-butyl-4-[6-bromo-2-(4-fluorophenyl)-3-(pyridin-4-yl)-3H-imidazo[4,5-b]Pyridin-5-yl]Piperazine